2,5-Difluoro-4-[4-methyl-5-oxo-3-(propan-2-yl)-4,5-dihydro-1H-1,2,4-triazol-1-yl]benzonitrile FC1=C(C#N)C=C(C(=C1)N1N=C(N(C1=O)C)C(C)C)F